1-(4-(5-(chlorodifluoromethyl)-1,2,4-oxadiazol-3-yl)phenyl)-2-(pyrimidin-5-ylsulfonyl)ethan-1-one 4-(dimethylamino)-benzoate CN(C1=CC=C(C(=O)O)C=C1)C.ClC(C1=NC(=NO1)C1=CC=C(C=C1)C(CS(=O)(=O)C=1C=NC=NC1)=O)(F)F